N-(3-(4-fluorophenyl)-7-(trifluoromethyl)pyrazolo[1,5-a]pyridin-2-yl)-3,3-dimethylbutanamide FC1=CC=C(C=C1)C=1C(=NN2C1C=CC=C2C(F)(F)F)NC(CC(C)(C)C)=O